O=C1CCCCC(O1)CCC(=O)OCCCCO 4-hydroxybutyl 3-(7-oxooxepan-2-yl)propanoate